C1(CC1)NC1=NC(=CC2=C1N(C=N2)C(C)C)C2=CC=C1C(=C2)N(C(C12CCN(CC2)CC(=O)O)=O)C2CC(C2)N2CCCCC2 2-{6-[4-(CYCLOPROPYLAMINO)-3-(PROPAN-2-YL)-3H-IMIDAZO[4,5-C]PYRIDIN-6-YL]-2-oxo-1-[(1s,3s)-3-(PIPERIDIN-1-YL)CYCLOBUTYL]-1,2-DIHYDROSPIRO[INDOLE-3,4'-PIPERIDIN]-1'-YL}ACETIC ACID